4-chloro-N,N-dibenzyl-aniline ClC1=CC=C(N(CC2=CC=CC=C2)CC2=CC=CC=C2)C=C1